N-Methylpyrrolium methanesulfonate CS(=O)(=O)[O-].C[NH+]1C=CC=C1